C1(CC1)C1=NC=C(C=N1)C(C)N1N=CC2=C(C=CC(=C12)C(=O)N)C#CC 1-(1-(2-cyclopropylpyrimidin-5-yl)ethyl)-4-(propane-1-yn-1-yl)-1H-indazole-7-carboxamide